1-(1-(allyloxy)cyclopropyl)-2-bromo-3-fluoro-5-(trifluoromethyl)benzene C(C=C)OC1(CC1)C1=C(C(=CC(=C1)C(F)(F)F)F)Br